COC1=NC(=NC=C1)CN1C(C=C(C=C1)C1=CN(C2=NC=CC=C21)C2=CC=C(C=C2)C(F)(F)F)=O 1-((4-methoxypyrimidin-2-yl)methyl)-4-(1-(4-(trifluoromethyl)phenyl)-1H-pyrrolo[2,3-b]pyridin-3-yl)pyridin-2(1H)-one